N-[(4R)-1-{5-[3-(2,6-difluorophenyl)-5-methylpyridin-2-yl]-4,5-dihydro-1,2-oxazol-3-yl}-5,5-difluoroazepan-4-yl]methanesulfonamide FC1=C(C(=CC=C1)F)C=1C(=NC=C(C1)C)C1CC(=NO1)N1CC[C@H](C(CC1)(F)F)NS(=O)(=O)C